4-(5-(1-methyl-1H-pyrazol-5-yl)benzo[d]oxazol-2-yl)picolinic acid CN1N=CC=C1C=1C=CC2=C(N=C(O2)C2=CC(=NC=C2)C(=O)O)C1